FC1=CC=C2C(C(NC2=C1)=O)(OC)C1=CC2=C(OCO2)C=C1OC[C@@H](CC(=C)C)O 6-fluoro-3-(6-(((R)-2-hydroxy-4-methylpent-4-en-1-yl)oxy)benzo[d][1,3]dioxol-5-yl)-3-methoxyindolin-2-one